ClC1=C(C=CC(=C1Cl)[C@@]1(CN(CC1)C(=O)OC(C)(C)C)NC1=CC=C2C(C(N(C2=C1)C)=O)(C)C)C tert-butyl (S)-3-(2,3-dichloro-4-tolyl)-3-(1-methyl-3,3-dimethyl-2-oxo-6-indolinylamino)-1-pyrrolidinecarboxylate